N-(3-chloro-5-methanesulfonamidophenyl)-5-(hydroxymethyl)-4-(pyridin-2-yl)thiophene-2-carboxamide ClC=1C=C(C=C(C1)NS(=O)(=O)C)NC(=O)C=1SC(=C(C1)C1=NC=CC=C1)CO